5,10,15,20-tetrakis-(4-carboxyphenyl)porphyrin C(=O)(O)C1=CC=C(C=C1)C=1C2=CC=C(N2)C(=C2C=CC(C(=C3C=CC(=C(C=4C=CC1N4)C4=CC=C(C=C4)C(=O)O)N3)C3=CC=C(C=C3)C(=O)O)=N2)C2=CC=C(C=C2)C(=O)O